3-methyl-N-(5-(5-methyl-1,2,4-oxadiazol-3-yl)-2,3-dihydro-1H-inden-1-yl)picolinamide CC=1C(=NC=CC1)C(=O)NC1CCC2=CC(=CC=C12)C1=NOC(=N1)C